1-[(2R)-2-(4-cyclopropyl-triazol-1-yl)-3,3-dimethyl-butyryl]-4-hydroxy-N-(2-pyrrolidin-1-yl-tetrahydronaphthalen-1-yl)pyrrolidine-2-carboxamide C1(CC1)C=1N=NN(C1)[C@@H](C(=O)N1C(CC(C1)O)C(=O)NC1C(CCC2=CC=CC=C12)N1CCCC1)C(C)(C)C